(3-(4-amino-2,5-dimethylphenoxy)phenyl)(methyl)(methylimino)-λ6-sulfanone NC1=CC(=C(OC=2C=C(C=CC2)S(=O)(=NC)C)C=C1C)C